2-(2-Acetyloxy-5-bromophenyl)pyridine 4-Ethyl-5-hydroxy-1-(4-methoxybenzyl)-1H-1,2,3-triazole-4-carboxylate C(C)C1(N=NN(C1O)CC1=CC=C(C=C1)OC)C(=O)O.C(C)(=O)OC1=C(C=C(C=C1)Br)C1=NC=CC=C1